Tert-butyl (3-((2-amino-2-oxoethoxy)methyl)cyclobutyl)((2-chloro-[1,1'-biphenyl]-4-yl)methyl)carbamate NC(COCC1CC(C1)N(C(OC(C)(C)C)=O)CC1=CC(=C(C=C1)C1=CC=CC=C1)Cl)=O